dipropyl thiosulfinate CCCSS(=O)CCC